FC1=C(C=CC(=C1)F)C1=CC(=NO1)C(=O)N1CC2=CC=CC=C2C(C1)C=1C=NN(C1)C [5-(2,4-difluorophenyl)isoxazol-3-yl]-[4-(1-methylpyrazol-4-yl)-3,4-dihydro-1H-isoquinolin-2-yl]methanone